C(C)(C)(C)OC(=O)NC(C(=O)O)C(C1=CC=NC=C1)O 2-((tert-butoxycarbonyl)amino)-3-hydroxy-3-(pyridin-4-yl)propanoic acid